4-amino-5-iodo-1-(oxazolidin-4-yl)-6-oxo-1,6-dihydropyridine-3-carboxylic acid methyl ester COC(=O)C1=CN(C(C(=C1N)I)=O)C1NCOC1